tert-butyl ((6'-methoxy-[2,2'-bipyridin]-5-yl)methyl)carbamate COC1=CC=CC(=N1)C1=NC=C(C=C1)CNC(OC(C)(C)C)=O